ClC1=CC(=C(C=C1)O)C=NC1=CC(=CC(=C1)Cl)Cl 4-chloro-2-((3,5-dichloro-phenylimino)meth-yl)phenol